(1S,3S)-3-((6-(3-((((benzyloxy)carbonyl)amino)methyl)-5-methylthiophen-2-yl)-2-methylpyridine-3-yl)oxy)cyclohexane-1-carboxylic acid C(C1=CC=CC=C1)OC(=O)NCC1=C(SC(=C1)C)C1=CC=C(C(=N1)C)O[C@@H]1C[C@H](CCC1)C(=O)O